N-((1S,3r)-3-(4-(2-chlorophenyl)-5-(5-ethoxypyridin-2-yl)-4H-1,2,4-triazol-3-yl)cyclobutyl)-1,5-naphthyridine-4-carboxamide ClC1=C(C=CC=C1)N1C(=NN=C1C1=NC=C(C=C1)OCC)C1CC(C1)NC(=O)C1=CC=NC2=CC=CN=C12